C1(=CC=C(C=C1)C(=O)C1=CC(=C(C(=C1)C(C)(C)C)O)C(C)(C)C)C (3,5-di-tert-butyl-4-hydroxyphenyl) (p-tolyl) ketone